OC[C@H]1CCC(=O)O1 (R)-γ-hydroxymethyl-γ-butyrolactone